ClC1=CC=CC(=N1)C(=O)N1[C@H]([C@@H](C(C1)(F)F)O)C1CCCC1 (6-chloropyridin-2-yl)((2s,3s)-2-cyclopentyl-4,4-difluoro-3-hydroxypyrrolidin-1-yl)methanone